2-(5-(3-fluorophenyl)thiophen-2-yl)-N-(2-morpholinoethyl)acetamide FC=1C=C(C=CC1)C1=CC=C(S1)CC(=O)NCCN1CCOCC1